C1(=CC=CC=C1)C1=C(C(=CC(=C1N)C1=CC=CC=C1)C1=CC=CC=C1)C1=CC(=C(C(=C1)C1=CC=CC=C1)N)C1=CC=CC=C1 2,3',4,5',6-Pentaphenyl-3,4'-biphenyldiamine